C1C=CC=CSN1 dihydrothiazepine